N-(2-Methoxybenzyl)-1H-indole-1-carboxamide COC1=C(CNC(=O)N2C=CC3=CC=CC=C23)C=CC=C1